FC(C1=NN=C(S1)N1C2=C(C3=CC=C(C=C13)S(=O)(=O)NC1(CC1)C)C(=NC=N2)N2[C@@H](CN([C@H](C2)C)C(C(C)C)=O)C)F 9-(5-(Difluoromethyl)-1,3,4-thiadiazol-2-yl)-4-((2R,5S)-4-isobutyryl-2,5-dimethylpiperazin-1-yl)-N-(1-methylcyclopropyl)-9H-pyrimido[4,5-b]indole-7-sulfonamide